2-{[bis(benzyloxy)phosphoryl]oxy}ethyl (2S)-1,4-bis[2-(4-chloro-3-fluorophenoxy)acetamido]bicyclo[2.2.2]octan-2-yl carbonate C(OCCOP(=O)(OCC1=CC=CC=C1)OCC1=CC=CC=C1)(O[C@@H]1C2(CCC(C1)(CC2)NC(COC2=CC(=C(C=C2)Cl)F)=O)NC(COC2=CC(=C(C=C2)Cl)F)=O)=O